(R)-N-((3S,4S)-8-(7-bromo-5H-pyrrolo[2,3-b]pyrazine-3-yl)-3-methyl-2-oxa-8-azaspiro[4.5]dec-4-yl)-2-methylpropane-2-sulfinamide BrC1=CNC2=NC(=CN=C21)N2CCC1([C@@H]([C@@H](OC1)C)N[S@](=O)C(C)(C)C)CC2